C(#CC([2H])([2H])[2H])C1=CC=C(OC2=C(N=NN2)C(=O)O)C=C1 5-(4-(prop-1-ynyl-d3)phenoxy)-1H-1,2,3-triazole-4-carboxylic acid